tert-butyl ((5S,6S)-8,9-difluoro-6-methyl-5,6-dihydro-4H-pyrrolo[3,2,1-ij]quinolin-5-yl)(methyl)carbamate FC=1C=C2[C@@H]([C@@H](CN3C2=C(C1F)C=C3)N(C(OC(C)(C)C)=O)C)C